2-((4-chloro-2',3',4',5',6,6'-hexafluoro-[1,1'-biphenyl]-3-yl)oxy)-2-methylpropanoic acid ClC1=C(C=C(C(=C1)F)C1=C(C(=C(C(=C1F)F)F)F)F)OC(C(=O)O)(C)C